FC1=CC=C(C=C1)N1N=C(C=C1N)C1(CC1)C(F)(F)F 1-(4-Fluorophenyl)-3-(1-(trifluoromethyl)cyclopropyl)-1H-pyrazol-5-amine